5-(2-(4-(ethoxymethyl)-4-(2-(thiophen-2-yl)ethyl)piperidin-1-yl)propan-2-yl)-2-methylpyridine citrate C(CC(O)(C(=O)O)CC(=O)O)(=O)O.C(C)OCC1(CCN(CC1)C(C)(C)C=1C=CC(=NC1)C)CCC=1SC=CC1